aminobutyl-(lysine) NCCCCN[C@@H](CCCCN)C(=O)O